spiro[6.6]tridecane C1CCCCCC12CCCCCC2